3-(4-(4-fluorophenoxy)pyrimidin-5-yl)-6-methyl-1-tosyl-1,6-dihydro-7H-pyrrolo[2,3-c]pyridin-7-one FC1=CC=C(OC2=NC=NC=C2C2=CN(C=3C(N(C=CC32)C)=O)S(=O)(=O)C3=CC=C(C)C=C3)C=C1